C(CCCCCCCCCCCCCCC(=O)[O-])(=O)OCCCC butyl hexadecanedioate